[O-2].[O-2].[O-2].[Fe+2].[Li+] lithium iron trioxide